N-(3-(5-carbamimidoylthiophen-3-yl)phenyl)-2-methyl-2-phenoxypropanamide C(N)(=N)C1=CC(=CS1)C=1C=C(C=CC1)NC(C(C)(OC1=CC=CC=C1)C)=O